C(#N)C1=CC=C(CC[C@@]2(CN(CC2)C(C)(C)C2=NC=CC=C2)C(=O)NC)C=C1 (R)-3-(4-cyanophenethyl)-N-methyl-1-(2-(pyridin-2-yl)propan-2-yl)pyrrolidine-3-carboxamide